diallylbisphenol A dicyanate [O-]C#N.[O-]C#N.C(C=C)C=1C(=C(O)C=CC1C(C)(C)C1=CC=C(C=C1)O)CC=C